N[C@@H](CCC(=O)N[C@@H](CS)C(=O)O)C(=O)O Anti-gamma-glutamylcysteine